C[C@@H]1N(CC=2N(C1)N=CC2N2S(CC(C2)C2=C(C(=O)O)C=CC=C2)(=O)=O)C(NC2=CC(=C(C(=C2)F)F)F)=O 2-[2-[(6S)-6-methyl-5-[(3,4,5-trifluorophenyl)carbamoyl]-6,7-dihydro-4H-pyrazolo[1,5-a]pyrazin-3-yl]-1,1-dioxo-1,2-thiazolidin-4-yl]benzoic acid